C(C)(C)(C)C=CN1C(OCC1C1=CC=CC=C1)=O tert-butyl-2-(2-oxo-4-phenyloxazolidin-3-yl)ethylene